Perfluoroacetophenon FC(C(=O)C1=CC=CC=C1)(F)F